1-[(2R)-2-({[4-(3-phenyl-1H-pyrrolo[3,2-b]pyridin-2-yl)pyridin-3-yl]oxy}methyl)pyrrolidin-1-yl]prop-2-en-1-one C1(=CC=CC=C1)C1=C(NC=2C1=NC=CC2)C2=C(C=NC=C2)OC[C@@H]2N(CCC2)C(C=C)=O